Trans-4-Iodo-4'-Boranyl-Chalcone IC1=CC=C(C=C1)\C=C\C(=O)C1=CC=C(C=C1)B